FC=1C=NC(=NC1)N1CC(CC1)(CO)NC(OC(C)(C)C)=O tert-butyl (1-(5-fluoropyrimidin-2-yl)-3-(hydroxymethyl)pyrrolidin-3-yl)carbamate